(2S)-2-ethylmorpholin C(C)[C@H]1CNCCO1